1-((1s,4s)-4-aminocyclohexyl)-5-(8-methoxy-[1,2,4]triazolo[1,5-a]pyridin-6-yl)-6-methyl-1,3-dihydro-2H-benzo[d]imidazol-2-one NC1CCC(CC1)N1C(NC2=C1C=C(C(=C2)C=2C=C(C=1N(C2)N=CN1)OC)C)=O